6-Chloro-4-(1-(methylamino)ethyl)isoquinolin-1(2H)-one ClC=1C=C2C(=CNC(C2=CC1)=O)C(C)NC